C1CCC2=C(C=3CCCC3C=C12)NC(=O)NS(=O)(=O)C1=NN(C=C1)C1CC=C(CC1)B(O)O (4-(3-(N-((1,2,3,5,6,7-hexahydro-s-indacen-4-yl)carbamoyl)sulfamoyl)-1H-pyrazol-1-yl)cyclohex-1-en-1-yl)boronic acid